STYRYL-CARBOXYLATE Ethyl-(1S,4s)-4-(5-(((1S,2R,3S,4R)-3-((3,3-difluorocyclobutyl)carbamoyl)bicyclo[2.2.1]heptan-2-yl)carbamoyl)-2-fluoro-4-methoxyphenoxy)cyclohexane-1-carboxylate C(C)OC(=O)C1CCC(CC1)OC1=C(C=C(C(=C1)C(N[C@@H]1[C@H]2CC[C@@H]([C@@H]1C(NC1CC(C1)(F)F)=O)C2)=O)OC)F.C(=CC2=CC=CC=C2)C(=O)O